L-serine methyl ester hydrochloride salt Cl.COC([C@@H](N)CO)=O